methyl (2S)-2-(((2-(3-chlorophenyl)-2,2-difluoro-1-(3-fluorophenyl)ethoxy)carbonyl)amino)hexanoate ClC=1C=C(C=CC1)C(C(OC(=O)N[C@H](C(=O)OC)CCCC)C1=CC(=CC=C1)F)(F)F